C1(CC1)C=1N=COC1C(=O)N1[C@@H](C2=C([C@H](C1)C)NC=N2)C=2SC1=C(N2)C(=CC=C1)F (4-cyclopropyloxazol-5-yl)((4S,7S)-4-(4-fluorobenzo[d]thiazol-2-yl)-7-methyl-6,7-dihydro-1H-imidazo[4,5-c]pyridin-5(4H)-yl)methanone